C(=CCCCCCC)P(O)(=O)CCC octenyl-propyl-phosphinic acid